5-chloro-2-(chloromethyl)pyrimidine hydrochloride Cl.ClC=1C=NC(=NC1)CCl